1-(4-benzyloxy-2-fluoro-phenyl)piperazine HCl Cl.C(C1=CC=CC=C1)OC1=CC(=C(C=C1)N1CCNCC1)F